C(C)(C)(C)OC(=O)N1C(C=2N(CC1)N=C(C2I)C2=CC=C(C=C2)F)C tert-butyl-2-(4-fluorophenyl)-3-iodo-4-methyl-6,7-dihydropyrazolo[1,5-a]pyrazine-5(4H)-carboxylate